C(C)(C)(C)N(C(O)=O)C12CC(C1)(C2)CCO.C2(=CC=CC=C2)[Si](C=2C=CC=1NC3=CC=C(C=C3C1C2)[Si](C2=CC=CC=C2)(C2=CC=CC=C2)C2=CC=CC=C2)(C2=CC=CC=C2)C2=CC=CC=C2 3,6-bis(triphenylsilyl)carbazole tert-butyl-(3-(2-hydroxyethyl)bicyclo[1.1.1]pentan-1-yl)carbamate